2,2-dichloroethylchloromethyl carbonate C(OC(Cl)CC(Cl)Cl)([O-])=O